C1CC12C(CNCC2)CCCCNC2=NC(=CC(=C2)C)N N2-(4-(6-azaspiro[2.5]octan-4-yl)butyl)-4-methylpyridine-2,6-diamine